(trans)-4-aminooxazin-3-ol NC1=C(NOC=C1)O